N1=C(C=CC=C1)C1CCCCCC1 pyridylcycloheptane